(Z)-N'-(4-fluorophenyl)-4-(1,4,4,4-tetrafluoro-3-(3,4,5-trichlorophenyl)but-1-en-1-yl)-2-(trifluoromethyl)benzoyl-hydrazine FC1=CC=C(C=C1)NNC(C1=C(C=C(C=C1)/C(=C/C(C(F)(F)F)C1=CC(=C(C(=C1)Cl)Cl)Cl)/F)C(F)(F)F)=O